tert-butyl (1r,3s,5s)-3-((5-bromothiazolo[5,4-d]thiazol-2-yl)(methyl)amino)-8-azabicyclo[3.2.1]octane-8-carboxylate BrC=1SC2=C(N1)SC(=N2)N(C2C[C@H]1CC[C@@H](C2)N1C(=O)OC(C)(C)C)C